3-methoxy-1-(4-methoxybenzyl)-1H-pyrazole-4-carbonyl chloride COC1=NN(C=C1C(=O)Cl)CC1=CC=C(C=C1)OC